tantalum dinitrogen [N].[N].[Ta]